[3-[2-(trifluoromethyl)-4-pyridinyl]-1,2,4-oxadiazol-5-yl]methylamine FC(C1=NC=CC(=C1)C1=NOC(=N1)CN)(F)F